ClC=1C(=CC(=C(C#N)C1)F)F 5-chloro-2,4-difluorobenzonitrile